C(C1=CC=CC=C1)OC(=O)OC(CCC(=O)OCC)CCCCCCC ethyl 4-(benzyloxy carbonyloxy)undecanoate